N-(4-Chloro-3-(pyridin-4-yl)-1H-pyrazol-5-yl)-3-(4-cyano-3,5-difluorophenyl)propenamide ClC=1C(=NNC1NC(C=CC1=CC(=C(C(=C1)F)C#N)F)=O)C1=CC=NC=C1